C(C)(=O)OC=1C2=CC=CC=C2C(=C2C=CC=CC12)OC(C)=O 9,10-diacetyloxyanthracene